ClC1C(C=2C1=CC=CC2)Cl 1,2-dichlorobenzocyclobutene